2-(4-Cyclopropyl-2-fluoroanilino)-3,4-difluoro-5-[[3-fluoro-2-(methylsulfamoylamino)pyridine-4-yl]methyl]benzoic acid C1(CC1)C1=CC(=C(NC2=C(C(=O)O)C=C(C(=C2F)F)CC2=C(C(=NC=C2)NS(NC)(=O)=O)F)C=C1)F